(1-(trifluoro-methyl)cyclopropyl)methyl methanesulfonate CS(=O)(=O)OCC1(CC1)C(F)(F)F